Tetrahydro-2H-pyran-4-amine O1CCC(CC1)N